(S)-N2-(2-(2-chlorophenyl)-1-(1-(difluoromethyl)-1H-pyrazol-3-yl)ethyl)-6-(3-methylimidazo[1,5-a]pyridin-6-yl)-1,3,5-triazine-2,4-diamine ClC1=C(C=CC=C1)C[C@@H](C1=NN(C=C1)C(F)F)NC1=NC(=NC(=N1)N)C=1C=CC=2N(C1)C(=NC2)C